ClC1=C(C=CC=C1Cl)C1=NNC2=NC(=CN=C21)N2CCC1(CCN1)CC2 3-(2,3-dichloro-phenyl)-6-(1,7-diaza-spiro[3.5]nonan-7-yl)-1H-pyrazolo[3,4-b]pyrazine